tert-Butyl 2-fluoro-4-(1H-pyrazol-4-yl)benzoate FC1=C(C(=O)OC(C)(C)C)C=CC(=C1)C=1C=NNC1